tert-octyl-acrylamide C(C)(C)(CC(C)(C)C)C(C(=O)N)=C